7-hydroxy-4-methyl-2-(trifluoromethyl)cyclohepta-2,4,6-trien-1-one OC1=CC=C(C=C(C1=O)C(F)(F)F)C